4-(2-Fluorophenyl)-1-((4-phenoxyphenyl)sulfonyl)-1H-1,2,3-triazole FC1=C(C=CC=C1)C=1N=NN(C1)S(=O)(=O)C1=CC=C(C=C1)OC1=CC=CC=C1